2-(4-fluorophenyl)-2,3-dihydro-1H-pyrrolo[3,4-c]pyridin-1-one FC1=CC=C(C=C1)N1CC=2C=NC=CC2C1=O